ClC=1C=C(C=NC1OC1=CC=CC=C1)NC=1C2=C(N=CN1)C=CC(=N2)N2CC(C2)NC(C=C)=O N-(1-(4-((5-chloro-6-phenoxypyridin-3-yl)amino)pyrido[3,2-d]pyrimidin-6-yl)azetidin-3-yl)acrylamide